O1C[C@H](CC1)OC1NC(C2=CC=CC=C12)=O 3-[(3S)-oxolane-3-yloxy]-2,3-dihydro-1H-isoindol-1-one